N-(2-(4-(8-cyclopropyl-3,8-diazabicyclo[3.2.1]octan-3-yl)piperidine-1-yl)-5-((6-((R)-3-(2,5-difluorophenyl)isoxazolidine-2-yl)pyrimidine-4-yl)amino)-4-methoxyphenyl)acrylamide C1(CC1)N1C2CN(CC1CC2)C2CCN(CC2)C2=C(C=C(C(=C2)OC)NC2=NC=NC(=C2)N2OCC[C@@H]2C2=C(C=CC(=C2)F)F)NC(C=C)=O